CC1CC(CC1C)=O 3,4-dimethylcyclopentanone